methyl (2S)-2-[[(2S,3R)-3-tert-butoxy-2-(9H-fluoren-9-ylmethoxycarbonylamino)butanoyl]amino]-3-(1-fluorocyclopropyl)propanoate C(C)(C)(C)O[C@@H]([C@@H](C(=O)N[C@H](C(=O)OC)CC1(CC1)F)NC(=O)OCC1C2=CC=CC=C2C=2C=CC=CC12)C